benzeneDiformic acid C=1(C(=CC=CC1)C(=O)O)C(=O)O